1-(3-Chloro-4-{2-[1-(2-ethoxy-ethyl)-3-methyl-1H-pyrazol-4-ylamino]-thiazol-4-yl}-phenyl)-imidazolidin-2-one ClC=1C=C(C=CC1C=1N=C(SC1)NC=1C(=NN(C1)CCOCC)C)N1C(NCC1)=O